COC=1C(=NC(=NC1OC1=CC=C(C=C1)N1CCNCC1)NS(=O)(=O)C=1C=NN(C1)C)C1=C(C=CC=C1)C N-[5-methoxy-4-(o-tolyl)-6-(4-piperazin-1-ylphenoxy)pyrimidin-2-yl]-1-methyl-pyrazole-4-sulfonamide